6-(2,5-dioxo-2,5-dihydro-1H-pyrrol-1-yl)-N-[(1S)-1-{[(1S)-1-{[2-fluoro-4-(hydroxymethyl)phenyl]carbamoyl}ethyl]carbamoyl}-2-methylpropyl]hexanamide O=C1N(C(C=C1)=O)CCCCCC(=O)N[C@@H](C(C)C)C(N[C@@H](C)C(NC1=C(C=C(C=C1)CO)F)=O)=O